Ortho-Iodo-(2-indenyl)Benzene IC1=C(C=CC=C1)C=1CC2=CC=CC=C2C1